1-(4-Chloro-3,5-difluorophenyl)-N-cyclobutyl-1H-pyrrolo[2,3-b]pyridine-2-carboxamide ClC1=C(C=C(C=C1F)N1C(=CC=2C1=NC=CC2)C(=O)NC2CCC2)F